C1(C=CC(N1C1=CC=C(C=C1)N=C=O)=O)=O 4-(maleimido)phenylisocyanate